4-(3-bromo-6-chloro-2-fluorophenoxy)-2-fluoro-N-methoxy-N-methylbutanamide BrC=1C(=C(OCCC(C(=O)N(C)OC)F)C(=CC1)Cl)F